N1=CC=C(C=C1)C=1C2=C(C(=NC1)NCC=1C=C(C(=O)NCCC3CCN(CC3)C(=O)OC(C)(C)C)C=CC1)CCO2 tert-Butyl 4-(2-(3-(((7-(pyridin-4-yl)-2,3-dihydrofuro[3,2-c]pyridin-4-yl)-amino)methyl)benzamido)ethyl)piperidine-1-carboxylate